1-ethyl-N-((1S)-((1r,4S)-4-methylcyclohexyl)(7-((2-oxo-6-(trifluoromethyl)piperidin-3-yl)methyl)imidazo[1,2-b]pyridazin-2-yl)methyl)-1H-pyrazole-5-carboxamide C(C)N1N=CC=C1C(=O)N[C@H](C=1N=C2N(N=CC(=C2)CC2C(NC(CC2)C(F)(F)F)=O)C1)C1CCC(CC1)C